2-(morpholin-4-yl)-N-{5-[(5,6,7,8-tetrahydro-2,6-naphthyridin-3-yl)amino]pyridin-2-yl}acetamide N1(CCOCC1)CC(=O)NC1=NC=C(C=C1)NC=1N=CC=2CCNCC2C1